O.[Ti].C1=CC=CC=2C3=CC=CC=C3N(C12)C=1C=C(C=C(C1)N1C2=CC=CC=C2C=2C=CC=CC12)C(=O)C1=CC=NC=C1 (3,5-di(9H-carbazol-9-yl)phenyl)(pyridin-4-yl)methanone titanium compound with water